BrC=1C=NC2=NC=CC(=C2C1)Br 3,5-dibromo-1,8-naphthyridine